5-((1S,5R)-1-(5-(1-methylpiperidin-4-yl)-1,3,4-oxadiazol-2-yl)-5-(trifluoromethyl)-3-azabicyclo[3.1.0]hexan-3-yl)-1,7-naphthyridine-8-carbonitrile CN1CCC(CC1)C1=NN=C(O1)[C@@]12CN(C[C@]2(C1)C(F)(F)F)C1=C2C=CC=NC2=C(N=C1)C#N